ClC(OC1=CC=C(C=C1)NC(C1=CN=C(C(=C1)NC=1C(=NC=C(C1)C)C#N)N1C[C@@H](CC1)O)=O)(F)F (R)-N-(4-(chlorodifluoromethoxy)phenyl)-5-((2-cyano-5-methylpyridin-3-yl)Amino)-6-(3-hydroxypyrrolidin-1-yl)nicotinamide